[Pt+2].C1(CCC1)(C(=O)[O-])C(=O)[O-] 1,1-cyclobutanedicarboxylate platinum(II)